Cl.S1C(NC2=C1C=CC=C2)=O 2-benzothiazolone hydrochloride